FC1(CCC(CC1)COC=1C=2N(C(=CC1)N)N=CC2)F 4-((4,4-difluorocyclohexyl)methoxy)pyrazolo[1,5-a]pyridin-7-amine